1-((1S,5R)-6,6-dimethylbicyclo[3.1.1]hept-2-en-2-yl)pent-4-en-1-one CC1([C@@H]2CC=C([C@H]1C2)C(CCC=C)=O)C